N-(3-(2-(((1r,4r)-4-Aminocyclohexyl)amino)-5-fluoropyrimidin-4-yl)imidazo[1,2-a]pyridin-6-yl)-4-fluorobenzamide NC1CCC(CC1)NC1=NC=C(C(=N1)C1=CN=C2N1C=C(C=C2)NC(C2=CC=C(C=C2)F)=O)F